2-bromo-8-(cyclohexylmethyl)anthra[1,2-b:5,6-b']dithiophene BrC1=CC2=C(S1)C1=CC=3C=CC4=C(SC(=C4)CC4CCCCC4)C3C=C1C=C2